C(N)(=O)NC(\C=C/C(=O)N)=O N-carbamoyl-maleinamide